BrC1=CC=C(OC[C@@H]2COC[C@@](O2)(COC)C2CC2)C=C1 (2S,6S)-6-((4-bromophenoxy)methyl)-2-cyclopropyl-2-(methoxymethyl)-1,4-dioxane